5-methoxy-7-(1-methyl-6-oxo-1,6-dihydropyridin-3-yl)-N-(3-(methylamino)-3-oxopropyl)-N-(pyridin-2-ylmethyl)benzo[b]thiophene-2-carboxamide COC1=CC2=C(SC(=C2)C(=O)N(CC2=NC=CC=C2)CCC(=O)NC)C(=C1)C1=CN(C(C=C1)=O)C